(5Z)-5-(1,3-Benzoxazol-6-ylmethylene)-2-[[(1SR,2S)-2-methoxycyclopentyl]amino]-3-methyl-imidazol-4-one O1C=NC2=C1C=C(C=C2)\C=C/2\C(N(C(=N2)N[C@@H]2[C@H](CCC2)OC)C)=O |&1:16|